7-methyloctyl acetate C(C)(=O)OCCCCCCC(C)C